NCCC1=CC=C(C=C1)NC1=CC=C(C=C1)N N-[4-(2-aminoethyl)phenyl]benzene-1,4-diamine